N1C(=NC2=C1C=CC=C2)C2=CC(=NN2CC2=CC=C(C=C2)OC)NC(C2=CC(=C(C=C2)OCCOC)C(F)(F)F)=O N-[5-(1H-benzimidazol-2-yl)-1-[(4-methoxyphenyl)methyl]pyrazol-3-yl]-4-(2-methoxyethoxy)-3-(trifluoromethyl)benzamide